tert-butyl 4-(oxiran-2-ylmethyl)piperazine-1-carboxylate O1C(C1)CN1CCN(CC1)C(=O)OC(C)(C)C